3-[(3-chloro-2-methoxyphenyl)amino]-2-(3-[2-[2-(prop-2-enoyl)-2-azabicyclo[3.1.0]hexan-3-yl]ethynyl]pyridin-4-yl)-1H,5H,6H,7H-pyrrolo[3,2-c]pyridin-4-one ClC=1C(=C(C=CC1)NC1=C(NC2=C1C(NCC2)=O)C2=C(C=NC=C2)C#CC2N(C1CC1C2)C(C=C)=O)OC